C(=O)O.NC1=CN=NC2=CC(=CC=C12)C=1C=C(C=CC1OC(C(F)F)(F)F)B(O)O [3-(4-aminocinnolin-7-yl)-4-(1,1,2,2-tetrafluoroethoxy)phenyl]boronic acid formic acid salt